8,11,13,14,16-pentaazatetracyclo-[8.6.0.02,7.011,15]-hexadec-1(10),2,4,6,8,12,14-heptaene C1=2C3=CC=CC=C3N=CC2N2C=NN=C2N1